1-(2-hydroxyethyl)-2-naphthol OCCC1=C(C=CC2=CC=CC=C12)O